C[Si](O[Si](O[Si](O[Si](O)(C)C)(C)C)(C)C)(O)C 1,1,3,3,5,5,7,7-octamethyl-1,7-tetrasiloxanediol